C(C(O)C)(=O)OCC(O)CO glyceryl monolactate